Cl.C1(CCCC1)NC1=NC=CC2=C1SC=1N=NC(=C(C12)C)C N-cyclopentyl-3,4-dimethyl-pyrido[4',3':4,5]Thieno[2,3-c]Pyridazin-8-amine hydrochloride